C(C)C(C[N+]1=CSC=C1)CCCC 3-(2-ethylhexyl)thiazolium